(E)-4-(dimethylamino)-N-[3-[[6-(4-hydroxyphenyl)-1H-indazol-4-yl]oxy]cyclobutyl]-N-methylbut-2-enamide CN(C/C=C/C(=O)N(C)C1CC(C1)OC1=C2C=NNC2=CC(=C1)C1=CC=C(C=C1)O)C